ClC=1C=C(C=C(C1)NS(=O)(=O)C)NC(=O)C1=CC(=NS1)C1=NC=CC=C1 N-(3-chloro-5-(methylsulfonylamino)phenyl)-3-(pyridin-2-yl)isothiazole-5-carboxamide